[Zr].[Mn].[Fe].[Mg] magnesium iron manganese zirconium